BrC1=C(C(=O)N(C)OC)C=CN=C1 3-bromo-N-methoxy-N-methylisonicotinamide